6-tert-butyl-9-[2-(3,3-difluorocyclobutyl)thiazol-5-yl]-10-methoxy-2-oxo-6,7-dihydro-2H-pyrido[2,1-a]isoquinoline-3-carboxylic acid C(C)(C)(C)C1N2C(C3=CC(=C(C=C3C1)C1=CN=C(S1)C1CC(C1)(F)F)OC)=CC(C(=C2)C(=O)O)=O